2-methyl-2-furancarbaldehyde CC1(OC=CC1)C=O